ethyl 2-(2-((5-(3-(aminomethyl)phenyl)-2-methylbenzofuran-3-yl)methoxy)-4-fluorophenyl)acetate NCC=1C=C(C=CC1)C=1C=CC2=C(C(=C(O2)C)COC2=C(C=CC(=C2)F)CC(=O)OCC)C1